1,1,1-trimethylolpropane bis(3-(2-methyl-1,4,5,6-tetrahydropyrimidin-1-yl) propionate) acrylate C(C=C)(=O)O.CC=1N(CCCN1)CCC(=O)O.CC=1N(CCCN1)CCC(=O)O.C(O)C(CC)(CO)CO